tetrahydroisoquinoline-5-carbonitrile C1NCCC=2C(=CC=CC12)C#N